[N+](=O)([O-])C1=C(CNN2[C@@H](CCC2=O)C(=O)O)C=CC=C1 (S)-1-(2-Nitrobenzylamino)-5-oxopyrrolidine-2-carboxylic acid